C(C)(=O)N1CC(CC1)NC=1C=C2CCN(C(C2=CC1)=O)C[C@@H](CN1CC2=CC=CC=C2CC1)O 6-[(1-Acetylpyrrolidin-3-yl)amino]-2-[(2R)-3-(3,4-dihydro-1H-isochinolin-2-yl)-2-hydroxy-propyl]-3,4-dihydroisochinolin-1-on